ethyl sulfanilate S(=O)(C1=CC=C(C=C1)N)(=O)OCC